N-acetyl-L-cysteinamide 2-(tricyclo[5.2.1.02,6]dec-3-en-8-yloxy)ethyl-acrylate C12C3C=CCC3C(C(C1)OCCC(C(=O)O)=C)C2.C(C)(=O)NC([C@@H](N)CS)=O